rac-1-amino-5-bromo-4-fluoro-2,3-dihydro-1H-indene-1-carboxylic acid N[C@@]1(CCC2=C(C(=CC=C12)Br)F)C(=O)O |r|